6-(methylamino)pyrazolo[1,5-a]pyridine-3-carbonitrile CNC=1C=CC=2N(C1)N=CC2C#N